5-acetylbenzo[d]thiazol-2-amine C(C)(=O)C=1C=CC2=C(N=C(S2)N)C1